9,9-bis(4-(2-hydroxyethoxy)-3-cyclohexylphenyl)fluorene OCCOC1=C(C=C(C=C1)C1(C2=CC=CC=C2C=2C=CC=CC12)C1=CC(=C(C=C1)OCCO)C1CCCCC1)C1CCCCC1